C(N)(=O)N[C@@H](CC1=CC=CC=C1)CO CARBAMOYL-PHENYLALANINOL